(S)-N-(8-(1-methoxyethyl)-2-methylimidazo[1,2-b]pyridazin-7-yl)-N'-(5-methyl-6-(2H-1,2,3-triazol-2-yl)pyridin-3-yl)urea CO[C@@H](C)C=1C=2N(N=CC1NC(=O)NC=1C=NC(=C(C1)C)N1N=CC=N1)C=C(N2)C